ClC1=C2NC=NC2=NC=N1 6-chloro-purin